[(2R,4R,5R)-1-(2,4-dichlorophenyl)-5-hydroxy-2,6,6-trimethylheptan-4-yl]-2,4-dihydro-3H-1,2,4-triazole-3-thione ClC1=C(C=CC(=C1)Cl)C[C@H](C[C@H]([C@@H](C(C)(C)C)O)N1N=CNC1=S)C